tetrahydro-3,4'-bipyridine N1CC(CC=C1)C1=CC=NC=C1